6,7-dibromo-2-(methylsulfanyl)-3H-imidazo[2,1-f][1,2,4]triazin-4-one BrC=1N=C2C(NC(=NN2C1Br)SC)=O